(1r,4r)-4-(3-chloroanilino)-2'-[3-hydroxy-2-(hydroxymethyl)propyl]-2',3'-dihydrospiro[cyclohexane-1,1'-indene]-4-carboxylic acid methyl ester COC(=O)C1(CCC2(C(CC3=CC=CC=C23)CC(CO)CO)CC1)NC1=CC(=CC=C1)Cl